ClC=1C=C(NC2=CC(=NN2)N)C=CC1F 5-(3-chloro-4-fluoroanilino)-3-aminopyrazol